C(C1=CC=CC=C1)N(S(=O)(=O)C)C1=C(C=CC=C1)C=CC(=O)OCC Ethyl 3-(2-(N-benzylmethylsulfonamido)phenyl)acrylate